(R)-4-(2-chloro-7-iodothieno[3,2-d]pyrimidin-4-yl)-3-methylmorpholine ClC=1N=C(C2=C(N1)C(=CS2)I)N2[C@@H](COCC2)C